FC(=C(CNC(OC(C)(C)C)=O)COC=1C=C2CCN(C(C2=CC1)=O)CC(N1CCCC1)=O)F Tert-butyl N-[(E)-3-fluoro-2-[[1-oxo-2-(2-oxo-2-pyrrolidin-1-yl-ethyl)-3,4-dihydroisoquinolin-6-yl]oxymethyl]-3-fluoro-allyl]carbamate